[N-]=C=O.C=CC(C)=C isoprene isocyanate